NC1=CC(=CC(=N1)C=1C=C2CN(C(C2=CC1)=O)C1C(NC(CC1)=O)=O)CCl 3-{5-[6-amino-4-(chloromethyl)pyridin-2-yl]-1-oxo-2,3-dihydro-1H-isoindol-2-yl}piperidine-2,6-dione